methyl 1-(2-methylhydrazineyl)cyclopentane-1-carboxylate CNNC1(CCCC1)C(=O)OC